9H-thiaxanthen-9-one S1CC=CC=2OC3=CC=CC=C3C(C12)=O